C1C(CC2=CC=CC=C12)NC(=O)C=1C(=NC=CN1)NC(=O)N1CCC(CC1)CNS(=O)(=O)NC(=O)OC1N(CCCC1)C(=O)[O-] (((N-((1-((3-((2,3-dihydro-1H-inden-2-yl)carbamoyl)pyrazin-2-yl)carbamoyl)piperidin-4-yl)methyl)sulfamoyl)carbamoyl)oxy)piperidine-1-carboxylate